1,4-diazabicyclo[2.2.2]OctaneN N12C=CN(CC1)CC2